5-(2,4-ditert-butoxypyrimidin-5-yl)-1-methyl-pyrazolo[3,4-c]pyridazin-3-ol C(C)(C)(C)OC1=NC=C(C(=N1)OC(C)(C)C)C=1C=C2C(=NN1)N(N=C2O)C